5-chloro-4-(7-fluoro-3-isopropyl-2-methyl-2H-indazol-5-yl)pyridin-2-one ClC=1C(=CC(NC1)=O)C1=CC2=C(N(N=C2C(=C1)F)C)C(C)C